(1r,2r)-2-methoxy-cyclobutylamine hydrochloride Cl.CO[C@H]1[C@@H](CC1)N